FC1=CC(=C(C=C1)N1C=C(C=2C1=CN=CC2)C(=O)C2CCN(CC2)C(=O)[C@H]2N([C@@H]1CC[C@H]2C1)C(=O)OC(C)(C)C)C1=CC=NN1C(C)C tert-Butyl (1R,3S,4S)-3-(4-(1-(4-fluoro-2-(1-isopropyl-1H-pyrazol-5-yl)phenyl)-1H-pyrrolo[2,3-c]pyridine-3-carbonyl)piperidine-1-carbonyl)-2-azabicyclo[2.2.1]heptane-2-carboxylate